1,12-DODECANEDIOL DIMETHACRYLATE C(C(=C)C)(=O)OCCCCCCCCCCCCOC(C(=C)C)=O